[6-[2-[2-(dimethylamino)ethoxy]pyrimidin-5-yl]-2-methoxy-3-pyridinyl]-5-methyl-3-phenyl-isoxazole-4-carboxamide CN(CCOC1=NC=C(C=N1)C1=CC=C(C(=N1)OC)NC(=O)C=1C(=NOC1C)C1=CC=CC=C1)C